1-(3-chloro-2-fluorobenzyl)-4-((4,5-dimethyl-6-((5-methyl-1H-pyrazol-3-yl)amino)pyridin-2-yl)-methyl)piperidine-4-carboxylic acid ClC=1C(=C(CN2CCC(CC2)(C(=O)O)CC2=NC(=C(C(=C2)C)C)NC2=NNC(=C2)C)C=CC1)F